di-tert-butyl ((2-(methylamino)pyridin-3-yl)methyl) phosphate P(=O)(OC(C)(C)C)(OC(C)(C)C)OCC=1C(=NC=CC1)NC